BrC=1N=C(C=2N(C1)C=CN2)OCC[Si](C)(C)C 6-bromo-8-(2-(trimethylsilyl)ethoxy)imidazo[1,2-a]Pyrazine